F[C@H]1[C@@H]2CC[C@H](C[C@H]1N(C1=CC=C(N=N1)C1=C(C=C3C=CN=NC3=C1)O)C)N2 7-(6-(((1S,2S,3R,5R)-2-fluoro-8-azabicyclo[3.2.1]octan-3-yl)(methyl)amino)pyridazin-3-yl)cinnolin-6-ol